6-((3-cyanophenyl)oxy)-2-(2-fluoro-[1,1'-biphenyl]-3-yl)-5-(((tetrahydro-2H-Pyran-4-yl)amino)methyl)isoindole-1,3-dione C(#N)C=1C=C(C=CC1)OC1=C(C=C2C(N(C(C2=C1)=O)C=1C(=C(C=CC1)C1=CC=CC=C1)F)=O)CNC1CCOCC1